3-(1-((2-(trimethylsilyl)ethoxy)methyl)-1H-pyrrolo[2,3-b]pyridin-5-yl)cyclopentan-1-ol C[Si](CCOCN1C=CC=2C1=NC=C(C2)C2CC(CC2)O)(C)C